p-toluyl-acethydrazide C1(=CC=C(C=C1)CC(=O)NN)C